C(#N)[C@H](CC1=C(C=C(C=C1)C=1C=CC2=C(N(C(O2)=O)C)C1)F)NC(=O)[C@H]1OC[C@@H](CN(C1)C(=O)OC(C)(C)C)OC([2H])([2H])[2H] tert-butyl (2S,6R)-2-(((S)-1-cyano-2-(2-fluoro-4-(3-methyl-2-oxo-2,3-dihydrobenzo[d]oxazol-5-yl)phenyl)ethyl)carbamoyl)-6-(methoxy-d3)-1,4-oxazepane-4-carboxylate